6-({[(1R,2S)-2-hydroxycyclopentyl]amino}methyl)-3H-isoindol-1-one O[C@@H]1[C@@H](CCC1)NCC1=CC=C2CNC(C2=C1)=O